1-decanoylaminoethane-2-sulfonic acid C(CCCCCCCCC)(=O)NCCS(=O)(=O)O